C(C1=CC=CC=C1)C1=CN(C(C2=CN=CC=C12)=O)CC=1N=C2N(C=C(C=C2)C)C1 4-benzyl-2-((6-methylimidazo[1,2-a]pyridin-2-yl)methyl)-2,7-naphthyridin-1(2H)-one